ethyl (3S)-3-[2,4-difluoro-2',4',6'-trimethyl-5-(trifluoromethyl)-[1,1'-biphenyl]-3-yl]-3-{[(1R,2S,5S)-6,6-dimethyl-3-azabicyclo[3.1.0]hexan-2-yl]formamido}propanoate hydrochloride Cl.FC1=C(C=C(C(=C1[C@H](CC(=O)OCC)NC(=O)[C@@H]1[C@H]2C([C@H]2CN1)(C)C)F)C(F)(F)F)C1=C(C=C(C=C1C)C)C